C(C=C)N1C(CC(CC1C=1N=NN(C1)C)(O)CC1=CC(=CC=C1)C(F)(F)F)C 1-allyl-2-methyl-6-(1-methyltriazol-4-yl)-4-[[3-(trifluoromethyl)phenyl]methyl]piperidin-4-ol